C(C)(C)C1=C(C=CC=C1)[O-] 2-Isopropylphenolate